4-[(R)-7-hydroxy-5-methoxy-6-(3-methyl-2-butenyl)chroman-3-yl]-2-(3-methyl-2-butenyl)-1,3-benzenediol OC1=C(C(=C2C[C@@H](COC2=C1)C1=C(C(=C(C=C1)O)CC=C(C)C)O)OC)CC=C(C)C